FC1([C@H](CNCC1)N(C(C)=O)C)F (S)-N-(4,4-difluoropiperidin-3-yl)-N-methylacetamide